CN(CCN(C1=NC(=C(C=C1NC(C=C)=O)NC=1N=CC2=C(N(C(N(C2)C2=CC=CC=C2)=O)C)N1)OCC(F)(F)F)C)C N-(2-((2-(dimethylamino)ethyl)(methyl)amino)-5-((8-methyl-7-oxo-6-phenyl-5,6,7,8-tetrahydropyrimido[4,5-d]pyrimidin-2-yl)amino)-6-(2,2,2-trifluoroethoxy)pyridin-3-yl)acrylamide